CC=1CC(CN(C1)C1=CC=C(C=C1)C)=O 5-methyl-1-p-tolyl-3(1H)pyridone